N(=[N+]=[N-])C1=C(N=NC(=C1C)Cl)N[C@H]1CN(CCC1)C(=O)OC(C)(C)C tert-butyl (R)-3-((4-azido-6-chloro-5-methylpyridazin-3-yl)amino)piperidine-1-carboxylate